tert-butyl (2R,4S)-4-(7-bromo-6-fluoro-8-methyl-4-((S)-1-((S)-1-methylpyrrolidin-2-yl)ethoxy)-1H-[1,2,3]triazolo[4,5-c]quinolin-1-yl)-2-methylpiperidine-1-carboxylate BrC=1C(=CC=2C3=C(C(=NC2C1F)O[C@@H](C)[C@H]1N(CCC1)C)N=NN3[C@@H]3C[C@H](N(CC3)C(=O)OC(C)(C)C)C)C